F[C@H]1C[C@H](N(C1)C(CN1C[C@@H](CC1)NC=1C=C2C=CC=NC2=C(C1)F)=O)C#N (2S,4S)-4-fluoro-1-[2-[(3R)-3-[(8-fluoro-6-quinolinyl)amino]pyrrolidin-1-yl]acetyl]pyrrolidine-2-carbonitrile